CN(C(/C=C/CC[C@@H](C(=O)NC=1C(N(C=CC1)CC=1N(C2=C(C(=NC=C2)CC(C)C)N1)C(=O)OC(C)(C)C)=O)NC(=O)OC)=O)C tert-butyl (S,E)-2-((3-(7-(dimethylamino)-2-((methoxycarbonyl)amino)-7-oxohept-5-enamido)-2-oxopyridin-1(2H)-yl)methyl)-4-isobutyl-1H-imidazo[4,5-c]pyridine-1-carboxylate